3-methyl-1-(2-methylallyl)-2-phenyl-1H-indole CC1=C(N(C2=CC=CC=C12)CC(=C)C)C1=CC=CC=C1